OC[C@H](CC(=O)O)C=C (R)-3-(HYDROXYMETHYL)PENT-4-ENOIC ACID